COC(C1=C(C(=C(C=C1)OCC1=CC=CC=C1)OCC1=CC=CC=C1)OCC1=CC=CC=C1)=O 2,3,4-tris(benzyloxy)benzoic acid methyl ester